C(C1=CC=CC=C1)=NNC(=O)C=1C=C(C=CC1Cl)NC(=O)[C@@H]1C([C@H]1C1=CC(=CC(=C1)Cl)Cl)(Cl)Cl trans-N-(3-(2-Benzylidenehydrazine-1-carbonyl)-4-chlorophenyl)-2,2-dichloro-3-(3,5-dichlorophenyl)cyclopropane-1-carboxamide